2-(4,4,5,5-tetramethyl-1,3,2-dioxaborolan-2-yl)-6-((trimethylsilyl)ethynyl)benzaldehyde CC1(OB(OC1(C)C)C1=C(C=O)C(=CC=C1)C#C[Si](C)(C)C)C